OCCSC1=CC=2C(C3=CC=CC=C3C(C2C=C1)=O)=O 2-(hydroxyethylthio)anthraquinone